4-amidinophenyl-α-amino-butyric acid C(N)(=N)C1=CC=C(C=C1)C(C(=O)O)(CC)N